N-[(1,2-dihydro-4,6-dimethyl-2-oxo-3-pyridinyl)methyl]-5-[ethyl-(tetrahydro-2H-pyran-4-yl)amino]-4-methyl-4'-(4-morpholinylmethyl)-[1,1'-biphenyl]-3-carboxamide CC1=C(C(NC(=C1)C)=O)CNC(=O)C=1C=C(C=C(C1C)N(C1CCOCC1)CC)C1=CC=C(C=C1)CN1CCOCC1